(E)-3-(o-tolyl)acrolein C1(=C(C=CC=C1)/C=C/C=O)C